CC1COC(O1)=O 5-methyl-2-oxo-1,3-dioxolane